C(#N)CC1CC(C1)(C1=NN=CN1C)C=1C=C(C=CC1)NC(=O)C1=CC(=C2C(=N1)C(CC2)(F)F)CO N-(3-((1s,3s)-3-(cyanomethyl)-1-(4-methyl-4H-1,2,4-triazol-3-yl)cyclobutyl)phenyl)-7,7-difluoro-4-(hydroxymethyl)-6,7-dihydro-5H-cyclopenta[b]pyridine-2-carboxamide